6,7-dihydro-5H-cyclopenta[b]pyridin-6-amine dihydrochloride Cl.Cl.N1=C2C(=CC=C1)CC(C2)N